CC=1C=C(C=CC1OC1=CC2=C(N(C=N2)C)C=C1)NC1=NC=NC=C1OCC1N(CCC1)C(=O)OC(C)(C)C tert-Butyl 2-(((4-((3-methyl-4-((1-methylbenzimidazol-5-yl)oxy)phenyl)amino)pyrimidin-5-yl)oxy)methyl)pyrrolidine-1-carboxylate